4-((6-(dimethylamino)quinolin-4-yl)amino)-N-(4-((2-methylpyridin-4-yl)amino)phenyl)benzamide CN(C=1C=C2C(=CC=NC2=CC1)NC1=CC=C(C(=O)NC2=CC=C(C=C2)NC2=CC(=NC=C2)C)C=C1)C